FC1=C(C=CC(=C1)I)NC=1C=NC=CC1C(=O)OC methyl 3-[(2-fluoro-4-iodophenyl)amino]pyridine-4-carboxylate